N-(4-((6-cyano-6'-(methylsulfonyl)-[3,4'-bipyridin]-2'-yl)amino)-5-(2,2-dimethyl-2,3-dihydro-[1,4]dioxino[2,3-b]pyridin-6-yl)pyridin-2-yl)acetamide C(#N)C1=CC=C(C=N1)C1=CC(=NC(=C1)S(=O)(=O)C)NC1=CC(=NC=C1C1=CC=C2C(=N1)OCC(O2)(C)C)NC(C)=O